2-(butylsulfanyl)-6-chloro-9-(3-chloro-2,6-difluorobenzyl)-9H-purine C(CCC)SC1=NC(=C2N=CN(C2=N1)CC1=C(C(=CC=C1F)Cl)F)Cl